C(C)(C)(C)OC(=O)N1[C@H](COCC1)C(=O)O (R)-4-(tert-Butoxycarbonyl)morpholine-3-carboxylic acid